C(C1CO1)OC1=CC=C(C=C1)C1=CC=C(C=C1)OCC1CO1 4,4'-bis(glycidyloxy)biphenyl